ClCCC[C@]1(N(C[C@H](C1)O)C(=O)OC(C)(C)C)C(=O)OC 1-(tert-butyl) 2-methyl (2R,4S)-2-(3-chloropropyl)-4-hydroxypyrrolidine-1,2-dicarboxylate